dicyanoethyl-isophorone C(#N)C(CC=1C(=O)CC(CC1C)(C)C)C#N